C(C)(=O)C1=C(NC2=C(C=CC(=C2C1=O)Cl)Br)S(=O)CC1=CC=C(C=C1)S(F)(F)(F)(F)F 3-acetyl-8-bromo-5-chloro-2-((4-(pentafluorosulfanyl)benzyl)sulfinyl)quinolin-4(1H)-one